6-(1-methyl-1H-imidazol-5-yl)-N-(6-(trifluoromethyl)pyridin-3-yl)picolinamide CN1C=NC=C1C1=CC=CC(=N1)C(=O)NC=1C=NC(=CC1)C(F)(F)F